N=1NN=NC1[C@H](C)NC(=O)C1=CC2=CC=CC(=C2C=C1)OC1=CC=C(C=C1)C(F)(F)F (S)-N-(1-(2H-tetrazol-5-yl)ethyl)-5-(4-(trifluoromethyl)phenoxy)-2-naphthamide